6-((1r,6r)-6-aminocyclohex-3-en-1-yl)-2-chloro-7-methyl-N-(thiazol-2-ylmethyl)thieno[3,2-d]pyrimidin-4-amine N[C@@H]1CC=CC[C@H]1C1=C(C=2N=C(N=C(C2S1)NCC=1SC=CN1)Cl)C